C(C=C)[C@]1(N(C(C2=CC(=CC=C12)F)=O)CC1=CC=C(C=C1)OC)C(=O)OC |r| rac-Methyl 1-allyl-5-fluoro-2-(4-methoxybenzyl)-3-oxoisoindoline-1-carboxylate